butyl 2-(5-((1-(dibenzo[b,d]furan-2-yl)cyclopropyl)amino)-2-(2-fluorophenyl)-6-oxopyrimidin-1(6H)-yl)acetate C1=C(C=CC=2OC3=C(C21)C=CC=C3)C3(CC3)NC3=CN=C(N(C3=O)CC(=O)OCCCC)C3=C(C=CC=C3)F